[Rh+].C1=CCCC=CCC1.[Cl+] chlorine (1,5-cyclooctadiene) rhodium (I)